O.S(=O)(=O)([O-])[O-].[Ca+2].[Ca+2].S(=O)(=O)([O-])[O-] Calcium sulfat Hemihydrat